NC1=CC=C2C(=N1)C1(C(OC2=O)(C)C)CC1 2'-amino-7',7'-dimethyl-5'H,7'H-spiro[cyclopropan-1,8'-pyrano[4,3-b]pyridin]-5'-one